COC1=CC=C(C=C1)C1(C=CC2=C(O1)C1=CC=CC=C1C(=C2C(=O)OC)C2=CC(=CC=C2)N)C2=CC=C(C=C2)OC 2,2-bis(4-methoxyphenyl)-5-methoxycarbonyl-6-(3-aminophenyl)-2H-naphtho[1,2-b]pyran